C(C)(C)(C)OC(=O)N1CC2(C1)CC(C2)C2=CC=C(C=C2)S(=O)(=O)C(F)(F)F 6-(4-triflylphenyl)-2-azaspiro[3.3]heptane-2-carboxylic acid tert-butyl Ester